1-hydroxy-7-methoxy-2,8-bis(3-methyl-but-2-enyl)-3,6-bis(3-(pyrrolidin-1-yl)propoxy)-9H-xanthone OC1=C(C(=CC=2OC3=CC(=C(C(=C3C(C12)=O)CC=C(C)C)OC)OCCCN1CCCC1)OCCCN1CCCC1)CC=C(C)C